COC1=CC=C(C=C1)C=CC para-methoxy-alpha-phenylpropene